ClC1=C(C=C(C=C1)N1N=CN=C1CNC(=O)NCC1=NC(=NN1C1=CC=C2C=CC=NC2=C1)C1CC1)F 1-{[1-(4-chloro-3-fluorophenyl)-1H-1,2,4-triazol-5-yl]methyl}-3-{[3-cyclopropyl-1-(quinolin-7-yl)-1H-1,2,4-triazol-5-yl]methyl}urea